CN1N=CC(=C1)C=1C=C2CCN(C2=CC1)C([C@H](C1=CC=CC=C1)NCCC1=CC=C(C#N)C=C1)=O |r| (S)- and (R)-4-(2-((2-(5-(1-methyl-1H-pyrazol-4-yl)indolin-1-yl)-2-oxo-1-phenylethyl)amino)ethyl)benzonitrile